BrCC1=CC=2C(C3=CC=CC=C3C(C2C=C1)=O)=O 2-bromomethyl-9,10-anthraquinone